Indazol-3-amine N1N=C(C2=CC=CC=C12)N